CO[Si](CCCN(C)CCC[Si](OC)(OC)OC)(OC)OC bis(γ-trimethoxysilylpropyl)-N-methylamine